CC=1N=CC2=C(N1)CCN=C2 2-methyl-7,8-dihydropyrido[4,3-d]pyrimidin